NC1=C(SC2=NC(=CC=C21)C)C(=O)NCCC2=CC=C(C=C2)N2C[C@@H](CC2)NC(OC(C)(C)C)=O tert-Butyl (R)-(1-(4-(2-(3-amino-6-methylthieno[2,3-b]pyridine-2-carboxamido)ethyl)phenyl)pyrrolidin-3-yl)carbamate